N-({6-[2-(1,3-oxazol-4-yl)ethyl]-5-trifluoromethoxy-2-indolyl}methyl)1-methylcyclopropanecarboxamide O1C=NC(=C1)CCC1=C(C=C2C=C(NC2=C1)CNC(=O)C1(CC1)C)OC(F)(F)F